ClC=1C=C(C=C(C1F)Cl)C1(CC(=NO1)C1=CC(=C(C(=O)NC2=NN(C(=N2)C(C)(F)F)CC#C)C=C1)C)C(F)(F)F 4-(5-(3,5-dichloro-4-fluorophenyl)-5-(trifluoromethyl)-4,5-dihydroisoxazol-3-yl)-N-(5-(1,1-difluoroethyl)-1-(prop-2-yn-1-yl)-1H-1,2,4-triazol-3-yl)-2-methylbenzamide